3-tert-Butyl-[1,2,4]oxadiazole-5-carboxylic acid {2-[2-(1-isopropyl-5-methyl-1H-pyrazol-4-yl)-3H-imidazo[4,5-b]pyridin-7-yl]-6,7,8,9-tetrahydro-5H-benzocyclohepten-yl}-amide C(C)(C)N1N=CC(=C1C)C1=NC=2C(=NC=CC2C=2C=CC3=C(CCCCC3)C2NC(=O)C2=NC(=NO2)C(C)(C)C)N1